6-[4-[acetyl-(isopropyl)amino]-3-methyl-phenyl]-N-[(2-methyl-3-pyridinyl)methyl]pyridine-3-carboxamide C(C)(=O)N(C1=C(C=C(C=C1)C1=CC=C(C=N1)C(=O)NCC=1C(=NC=CC1)C)C)C(C)C